ClC=1C=C(C=CC1Cl)N1COC2=C1C=C1C=CC=CC1=C2 N-(3,4-dichlorophenyl)naphtho[2,3-d]oxazol